C1(=CC=CC=C1)NC(OC(COC(NC1=CC=CC=C1)=O)C1OC(C(=C1O)O)=O)=O 3-1-(3,4-dihydroxy-5-oxo-2,5-dihydrofuran-2-yl)ethane-1,2-diyl bis(phenylcarbamate)